methyl (R)-6-(4-(3-(4-chloro-3-fluorophenyl)-1-(1-methoxypropan-2-yl)-1H-pyrrolo[2,3-b]pyridine-6-carbonyl)-3,3-dimethylpiperazin-1-yl)-2,4-dimethylnicotinate ClC1=C(C=C(C=C1)C1=CN(C2=NC(=CC=C21)C(=O)N2C(CN(CC2)C2=NC(=C(C(=O)OC)C(=C2)C)C)(C)C)[C@@H](COC)C)F